6-butyl-5-(2,6-dimethoxyphenyl)-3-{4-[3-(furan-2-yl)-1H-pyrazol-5-yl]piperidine-1-carbonyl}pyridine-2,4-diol C(CCC)C1=C(C(=C(C(=N1)O)C(=O)N1CCC(CC1)C1=CC(=NN1)C=1OC=CC1)O)C1=C(C=CC=C1OC)OC